C(C)(C)(C)OC(NC=1C=CC=2N(C1)C(=CN2)C2=CC(=CC=C2)S(N)(=O)=O)=O (3-(3-sulfamoylphenyl)imidazo[1,2-a]pyridin-6-yl)carbamic acid tert-butyl ester